CC1=CC=C2C(NC=NC2=C1C)=O 7,8-dimethylquinazolin-4(3H)-one